FC=1C=C(C=C(C1CNCC1N(C(CC1)=O)C)OC)C=1C=C(C=CC1)C=1C([C@H](C=CC1)NC(=O)C1=CN=CN(C1=O)C)(C)C (S)-N-(3''-fluoro-5''-methoxy-2,2-dimethyl-4''-((((1-methyl-5-oxopyrrolidin-2-yl)methyl)amino)methyl)-[1,1':3',1''-terphenyl]-3-yl)-1-methyl-6-oxo-1,6-dihydropyrimidine-5-carboxamide